C12COCC(CC1)N2C(=O)OC2=CC=C(C=C2)[N+](=O)[O-] (4-nitrophenyl) 3-oxa-8-azabicyclo[3.2.1]octane-8-carboxylate